CC1N(C2=CC(=CC=C2C(C1)NC1=CC=C(C=C1)[N+](=O)[O-])C1N(CC=CC1)C(=O)OC(C)(C)C)C(CC)=O Tert-butyl (2-methyl-4-((4-nitrophenyl) amino)-1-propionyl-1,2,3,4-tetrahydroquinolin-7-yl)-3,6-dihydropyridine-1(2H)-carboxylate